N1=C(C=CC=C1)C1(CCN(CC1)CC1=CC=C(C=C1)NC(C)=O)CCC=1SC=CC1 N-(4-((4-(pyridin-2-yl)-4-(2-(thiophen-2-yl)ethyl)piperidin-1-yl)methyl)phenyl)acetamide